COC1=CC=C(C=C1)N=S(=O)(C1=C(N=C2N1C=C(C=C2)C2=NOC(=N2)C(F)(F)F)C)C ((4-methoxyphenyl)imino)(methyl)(2-methyl-6-(5-(trifluoromethyl)-1,2,4-oxadiazol-3-yl)imidazo[1,2-a]pyridin-3-yl)-λ6-sulfanone